N[C@H]1[C@@H]2N(C[C@H]1CC2)C(=O)C2=CC1=C(N(C(=N1)C1=CC=3C(=C4CCNCC4=CC3)N1CC1CC1)C)C(=C2)F ((1R,4R,7R)-7-amino-2-azabicyclo[2.2.1]hept-2-yl)(2-(1-(cyclopropylmethyl)-6,7,8,9-tetrahydro-1H-pyrrolo[2,3-f]isoquinolin-2-yl)-7-fluoro-1-methyl-1H-benzo[d]imidazol-5-yl)methanone